6-butyl-3-[3-(3,5-difluoropyridin-2-yl)pyrrolidine-1-carbonyl]-5-[3-(propan-2-yl)phenyl]pyridine-2,4-diol C(CCC)C1=C(C(=C(C(=N1)O)C(=O)N1CC(CC1)C1=NC=C(C=C1F)F)O)C1=CC(=CC=C1)C(C)C